2z,4z-decadienoic acid-N-isobutyl amide C(C(C)C)NC(\C=C/C=C\CCCCC)=O